C(C)(C)(C)C1=CC=2C(=NC(=CC2)Cl)N1C(C)C tert-butyl-6-chloro-1-isopropyl-1H-pyrrolo[2,3-b]pyridine